3,4-Epoxycyclohexyl-methyl-3,4-epoxycyclohexancarboxylat C1(CC2C(CC1)O2)C2C(CCC1C2O1)(C(=O)[O-])C